C(CC(CCCCCCCCCCCCCCCCCCC)O)O docosane-1,3-diol